N(=[N+]=[N-])CC1=CC=CC=N1 6-(azidomethyl)pyridine